OC[C@H]1CNCCN1 (R)-3-(hydroxymethyl)piperazine